N-(4-(4-cyclopropylpiperazin-1-yl)-3-methylphenyl)-4-((8-methyl-2,3-dihydro-1H-pyrido[2,3-b][1,4]oxazin-7-yl)amino)-2-oxo-1,2-dihydropyridine-3-carboxamide C1(CC1)N1CCN(CC1)C1=C(C=C(C=C1)NC(=O)C=1C(NC=CC1NC1=C(C2=C(OCCN2)N=C1)C)=O)C